The molecule is an aromatic amide that is 2-choro-N-(2,6-diethylphenyl)acetamide in which the amide nitrogen has been replaced by a butoxymethyl group. It has a role as a herbicide, an environmental contaminant and a xenobiotic. It is an aromatic amide, an organochlorine compound and a tertiary carboxamide. It derives from a N-phenylacetamide. CCCCOCN(C1=C(C=CC=C1CC)CC)C(=O)CCl